3-(3-Bromophenyl)pentan-3-ol BrC=1C=C(C=CC1)C(CC)(CC)O